Cyclopropylmethyl-(2-{2-bromo-4-fluoro-5-[3-methyl-2,6-dioxo-4-(trifluoromethyl)-3,6-dihydropyrimidine-1(2H)-yl]phenoxy}phenoxy)acetat C1(CC1)COC(COC1=C(C=CC=C1)OC1=C(C=C(C(=C1)N1C(N(C(=CC1=O)C(F)(F)F)C)=O)F)Br)=O